BrC=1C=C2C(=NC1OC)C=C(S2)C(=O)Cl 6-bromo-5-methoxythieno[3,2-b]pyridine-2-carbonyl chloride